3-Methyl-8-(1-methyl-1H-pyrazol-4-yl)-2-(1-methylpiperidin-4-yl)-3H-imidazo[4,5-f]quinoxaline CN1C(=NC2=C3N=C(C=NC3=CC=C21)C=2C=NN(C2)C)C2CCN(CC2)C